IC=1C=C(C(=O)NC(C)C2=NC=CN=C2C2=NC=CN=C2)C=C(C1)C(F)(F)F 3-iodo-N-[1-(3-pyrazin-2-ylpyrazin-2-yl)ethyl]-5-(trifluoromethyl)benzamide